C1(CC1)C(=O)NC1=NC=C(C(=O)NC([2H])([2H])[2H])C(=C1)NC=1C=NN2C1C(=C(C=C2)[C@H](C(F)(F)F)C)OC |o1:29| (R*)-6-(cyclopropanecarboxamido)-4-((4-methoxy-5-(1,1,1-trifluoropropan-2-yl)pyrazolo[1,5-a]pyridin-3-yl)amino)-N-(methyl-d3)nicotinamide